[dimethylamino-([1,2,3]triazolo[4,5-b]pyridin-3-yloxy)-methylene]-dimethyl-ammonium hexafluorophosphate F[P-](F)(F)(F)(F)F.CN(C)C(ON1N=NC=2C1=NC=CC2)=[N+](C)C